6,6'-(ethane-1,1-diyl)bis(2-methoxy-4-methylaniline) C(C)(C1=CC(=CC(=C1N)OC)C)C1=CC(=CC(=C1N)OC)C